FC=1C(=C(C=C(C1)C(C)C)[C@H](C(=O)O)N1C[C@@H](CC1)N(CCCCCC1=NC=2NCCCC2C=C1)CC(C)C)OC (R)-2-(3-fluoro-5-isopropyl-2-methoxyphenyl)-2-((R)-3-(isobutyl(5-(5,6,7,8-tetrahydro-1,8-naphthyridin-2-yl)pentyl)amino)pyrrolidin-1-yl)acetic acid